4-iodo-phenethylamine IC1=CC=C(CCN)C=C1